Isopropyl (2S)-2-[[(2S)-2-amino-3-[3,5-bis(2-chloroethylsulfanyl)phenyl]propanoyl]amino]-3-(2,4-dichlorophenyl)propanoate hydrochloride Cl.N[C@H](C(=O)N[C@H](C(=O)OC(C)C)CC1=C(C=C(C=C1)Cl)Cl)CC1=CC(=CC(=C1)SCCCl)SCCCl